NC1CCC(CC1)NC1=CC(=C(C#N)C=C1)C(F)(F)F 4-(((1s,4s)-4-aminocyclohexyl)amino)-2-(trifluoromethyl)benzonitrile